1-butyl-2,3-dimethyl-imidazolium methylcarbonate COC([O-])=O.C(CCC)N1C(=[N+](C=C1)C)C